ethyl (2S)-2-[[(2S)-2-(tert-butoxycarbonylamino)-3-(1-methyl-5-nitro-benzimidazol-2-yl)propanoyl]amino]-3-methyl-butanoate C(C)(C)(C)OC(=O)N[C@H](C(=O)N[C@H](C(=O)OCC)C(C)C)CC1=NC2=C(N1C)C=CC(=C2)[N+](=O)[O-]